[N-]=[N+]=[N-].C1(=C(C=CC=C1)N)N phenylenediamine azide